CSC=1N(C2=CC(=CC=C2C1C1=CC=CC=C1)C(F)(F)F)S(=O)(=O)C1=CC=C(C)C=C1 2-(methylthio)-3-phenyl-1-tosyl-6-(trifluoromethyl)-1H-indole